BrC=1C2=C(SC1)C=CC=C2 3-bromobenzo[b]Thiophene